11-(2-fluoroethoxy)-5,6,6a,7-tetrahydro-4H-dibenzo[de,g]quinolin-2-ol hydrochloride Cl.FCCOC1=CC=CC2=C1C1=C3C(CCNC3C2)=CC(=C1)O